5-chloro-1,7-dimethyl-1H-pyrrolo[3,2-b]pyridine ClC1=CC(=C2C(=N1)C=CN2C)C